OCC1(CCCCC1)CO bis(hydroxy-methyl)-cyclohexane